COC(=O)C=1C=C(C=CC1N1[C@@H](CN(CC1)C(C1=C(C=C(C=C1)C(F)(F)F)Cl)=O)CC)C1=C(C(=CC=C1)F)F 4-[(2R)-4-[2-chloro-4-(trifluoromethyl)benzoyl]-2-ethylpiperazin-1-yl]-2',3'-difluoro-[1,1'-biphenyl]-3-carboxylic acid methyl ester